[4-(2-methyl-1H-indol-3-yl)thiazol-2-yl]-2-(2-methylimidazo[2,1-b]thiazol-6-yl)acetamide CC=1NC2=CC=CC=C2C1C=1N=C(SC1)C(C(=O)N)C=1N=C2SC(=CN2C1)C